ClC1=C(C(=CC=C1Cl)OCC=C)C(C1CCN(CCC1)C(=O)[C@@H]1CN(CC1)C(=O)OC(C)(C)C)O tert-butyl (3S)-3-(4-[[2,3-dichloro-6-(prop-2-en-1-yloxy)phenyl](hydroxy)methyl]azepane-1-carbonyl)pyrrolidine-1-carboxylate